CC=1C=C(C=2N(C(C=C(N2)N2CC3=C(CC2)CNN3C)=O)C1)C(C)NC1=C(C(=O)O)C=CC=C1 2-((1-(7-methyl-2-(1-methyl-1,2,3,4,5,7-hexahydro-6H-pyrazolo[3,4-c]pyridin-6-yl)-4-oxo-4H-pyrido[1,2-a]pyrimidin-9-yl)ethyl)amino)benzoic acid